2-((S)-1-(5-(((R)-1-(dimethylamino)propan-2-yl)oxy)-4-((5-fluoroquinolin-6-yl)amino)pyrido[4,3-d]pyrimidin-7-yl)pyrrolidin-3-yl)propan-2-ol CN(C[C@@H](C)OC1=NC(=CC=2N=CN=C(C21)NC=2C(=C1C=CC=NC1=CC2)F)N2C[C@H](CC2)C(C)(C)O)C